1-(4-((2,5-diazabicyclo[2.2.1]heptan-2-yl)sulfonyl)phenyl)ethan-1-one C12N(CC(NC1)C2)S(=O)(=O)C2=CC=C(C=C2)C(C)=O